ClC1=NN(C=C1)C=1N(C(=C(N1)N1CC2=NC=C(C=C2C1=O)C(F)(F)F)S(=O)(=O)CC)C 6-[2-(3-chloropyrazol-1-yl)-5-ethylsulfonyl-1-methyl-imidazol-4-yl]-3-(trifluoromethyl)-7H-pyrrolo[3,4-b]pyridin-5-one